CC1=CC=C(C=C1)S(=O)(=O)OCCOCCOCCOCCOCCOCCOC1=CC(=CC=C1)CC(=O)NC=1SC(=C(N1)C=1C=C2CCN(C2=CC1)C(C1=C(C=CC=C1)C)=O)C 17-(3-(2-((5-methyl-4-(1-(2-methylbenzoyl)indolin-5-yl)thiazol-2-yl)amino)-2-oxoethyl)phenoxy)-3,6,9,12,15-pentaoxaheptadecyl 4-methylbenzenesulfonate